1-(4-methoxyphenyl)-2-thiocyano-1-ethanol COC1=CC=C(C=C1)C(CSC#N)O